N-cyanoethyl-N-(beta-aminoethyl)-gamma-aminopropylmethyldimethoxysilane C(#N)CCN(CCC[Si](OC)(OC)C)CCN